Isopropyl (E)-3-(2-((3,3-difluoro-5-(3-nitrophenyl)pent-4-en-1-yl)oxy)phenyl)propanoate FC(CCOC1=C(C=CC=C1)CCC(=O)OC(C)C)(\C=C\C1=CC(=CC=C1)[N+](=O)[O-])F